1-(9Z,12Z-octadecadienoyl)-2-(5Z,8Z,11Z,14Z-eicosatetraenoyl)-glycero-3-phosphoserine CCCCC/C=C\C/C=C\CCCCCCCC(=O)OC[C@H](COP(=O)(O)OC[C@@H](C(=O)O)N)OC(=O)CCC/C=C\C/C=C\C/C=C\C/C=C\CCCCC